benzyl 6-[[1-(trifluoromethyl)cyclopropyl]carbamoyl]-2-azaspiro[3.3]heptane-2-carboxylate FC(C1(CC1)NC(=O)C1CC2(CN(C2)C(=O)OCC2=CC=CC=C2)C1)(F)F